ClC=1C=CC(=NC1)C1(OC2=C(N1)C=CC=C2C2CCN(CC2)CC2=NC1=C(N2C[C@H]2OCC2)C=C(C=C1)C(=O)O)C(F)(F)F 2-((4-(2-(5-chloropyridin-2-yl)-2-(trifluoromethyl)-2,3-dihydrobenzo[d]oxazol-7-yl)piperidin-1-yl)methyl)-1-(((S)-oxetan-2-yl)methyl)-1H-benzo[d]imidazole-6-carboxylic acid